(benzyloxy) methyl-6,7-dihydro-5H-imidazo[5,1-b][1,3]oxazine-2-carboxylate CC1=CN2C(OC1C(=O)OOCC1=CC=CC=C1)=CNC2